4,4-dinitrostilbene-2,2-disulfonic acid [N+](=O)([O-])C1(CC(C(C=C1)C=CC1=CC=CC=C1)(S(=O)(=O)O)S(=O)(=O)O)[N+](=O)[O-]